(1R,2S,5R)-1-acetamido-N-(tert-butyl)-2-[(dimethylamino)methyl]-5-vinylcyclohexanecarboxamide C(C)(=O)N[C@]1([C@@H](CC[C@H](C1)C=C)CN(C)C)C(=O)NC(C)(C)C